(S)-3-(1-aminoethyl)-7-chloro-2-(5-methyl-1H-pyrazol-3-yl)isoquinolin-1(2H)-one N[C@@H](C)C=1N(C(C2=CC(=CC=C2C1)Cl)=O)C1=NNC(=C1)C